COC(=O)C1=NN(C=C1)C 3-(methoxycarbonyl)-1-methyl-1H-pyrazol